F[C@@]12[C@@H](CNCC1)CN(C2=O)CC2=NC=C(C(=O)O)C=C2 6-(((3aS,7aR)-7a-fluoro-1-oxooctahydro-2H-pyrrolo[3,4-c]pyridin-2-yl)methyl)nicotinic acid